6-acetyl-8-cyclopentyl-2-[[5-[4-[5-(hydroxymethyl)-2-pyridyl]piperazin-1-yl]-2-pyridyl]amino]-5-methyl-pyrido[2,3-d]pyrimidin-7-one C(C)(=O)C1=C(C2=C(N=C(N=C2)NC2=NC=C(C=C2)N2CCN(CC2)C2=NC=C(C=C2)CO)N(C1=O)C1CCCC1)C